3-[4-[7-(2-methoxy-3-pyridinyl)-4-(3-oxo-2,4-dihydro-1H-isoquinolin-7-yl)thieno[3,2-c]pyridin-6-yl]pyrazol-1-yl]azetidine-1-carboxylic acid tert-butyl ester C(C)(C)(C)OC(=O)N1CC(C1)N1N=CC(=C1)C1=C(C2=C(C(=N1)C1=CC=C3CC(NCC3=C1)=O)C=CS2)C=2C(=NC=CC2)OC